ClC1=C(C=CC=C1)S(=O)CC1=CC=C(O1)C(=O)N1CCN(CC1)C1=CC=CC=C1 1-(5-{[(2-Chlorophenyl)sulfinyl]methyl}-2-furoyl)-4-phenylpiperazine